ClC1=C(C(=C(C=C1OC)OC)Cl)C1=CC2=C(N=C(N=C2)NC2=C(C=CC=C2C)C(C(=O)N)=C)C(=N1)NCCO 2-((6-(2,6-dichloro-3,5-dimethoxy-phenyl)-8-((2-hydroxyethyl)amino)pyrido[3,4-d]pyrimidin-2-yl-amino)-3-methylphenyl)acrylamide